(2-aminoethyl)-2-[(2R)-4-{2-[(3S)-3-aminopyrrolidin-1-yl]-4-chlorobenzoyl}-2-ethylpiperazin-1-yl]-5-(2-ethoxypyridin-3-yl)benzamide NCCC=1C(=C(C(=O)N)C=C(C1)C=1C(=NC=CC1)OCC)N1[C@@H](CN(CC1)C(C1=C(C=C(C=C1)Cl)N1C[C@H](CC1)N)=O)CC